ON=C(N)C1=CC=C(C(=O)O)C=C1 4-(N'-hydroxycarbamimidoyl)benzoic acid